NC1=CC(=C(C=C1OC)N1CCC2(CC(C2)N2CCN(CC2)C=2C=C3C(N(C(C3=CC2)=O)C2C(NC(CC2)=O)=O)=O)CC1)C=1C=NN(C1)C 5-(4-(7-(4-amino-5-methoxy-2-(1-methyl-1H-pyrazol-4-yl)phenyl)-7-azaspiro[3.5]nonan-2-yl)piperazin-1-yl)-2-(2,6-dioxopiperidin-3-yl)isoindoline-1,3-dione